CC(CC1=NC(=CC=C1)C)(CCCCCCCCCCCCCCCCCC=O)C 2-((2,2-dimethyl-20-oxoeicosyl))6-methylpyridine